2-((S)-8-((1r,4S)-4-(4-(piperazin-1-ylmethyl)piperidin-1-yl)cyclohexyl)-6,6a,7,8,9,10-hexahydro-5H-pyrazino[1',2':4,5]pyrazino[2,3-c]pyridazin-2-yl)phenol N1(CCNCC1)CC1CCN(CC1)C1CCC(CC1)N1C[C@H]2N(C=3C(=NN=C(C3)C3=C(C=CC=C3)O)NC2)CC1